L-2-(2-pyridyldithio)ethylamine hydrochloride Cl.N1=C(C=CC=C1)SSCCN